1-(2,6-difluorophenyl)-(S,S)-1,2-propanediol FC1=C(C(=CC=C1)F)[C@@H]([C@H](C)O)O